1-Undecyl-3-Methylpyrrolium triflat [O-]S(=O)(=O)C(F)(F)F.C(CCCCCCCCCC)[NH+]1C=C(C=C1)C